7-((((benzyloxy)carbonyl)amino)methyl)-7-(pyrimidin-2-yl)-3-azabicyclo[4.1.0]heptan-3-ium chloride [Cl-].C(C1=CC=CC=C1)OC(=O)NCC1(C2CC[NH2+]CC12)C1=NC=CC=N1